naphthylcarbonyl-(phenylsulfonyl)diazomethane C1(=CC=CC2=CC=CC=C12)C(=O)C(=[N+]=[N-])S(=O)(=O)C1=CC=CC=C1